4-[(2R)-3-(3,4-dihydro-1H-isoquinolin-2-yl)-2-hydroxy-propyl]-8-[(dimethylamino)methyl]-2,3-Dihydro-1,4-benzoxazepine-5-one C1N(CCC2=CC=CC=C12)C[C@H](CN1CCOC2=C(C1=O)C=CC(=C2)CN(C)C)O